C(C)(C)(C)OC(=O)C1C2CC3CC(CC1C3)C2 adamantane-2-carboxylic acid tert-butyl ester